C[C@@H]1N(CC1)C1=NC(=CC(=N1)C=1C=NN(C1)CC(=O)N1CCN(CC1)C(=O)OC(C)(C)C)C(F)(F)F tert-Butyl 4-[2-[4-[2-[(2S)-2-methylazetidin-1-yl]-6-(trifluoromethyl)pyrimidin-4-yl]pyrazol-1-yl]acetyl]piperazine-1-carboxylate